N-(3',4',5'-trifluoro-biphenyl-2-yl)-5-chloro-1-methyl-3-trifluoromethyl-pyrazol-4-yl-carboxamide FC=1C=C(C=C(C1F)F)C1=C(C=CC=C1)NC(=O)C=1C(=NN(C1Cl)C)C(F)(F)F